4,4'-ditertbutylbipyridine C(C)(C)(C)C1=CC(=NC=C1)C1=NC=CC(=C1)C(C)(C)C